1-dodecanoyl-2-hexadecanoyl-glycero-3-phospho-(1'-sn-glycerol) CCCCCCCCCCCCCCCC(=O)O[C@H](COC(=O)CCCCCCCCCCC)COP(=O)(O)OC[C@H](CO)O